N-[4-[Chloro(difluoro)methoxy]phenyl]-1-[1-(2-methoxyethyl)pyrazol-4-yl]-6-oxo-pyridine-3-carboxamide ClC(OC1=CC=C(C=C1)NC(=O)C1=CN(C(C=C1)=O)C=1C=NN(C1)CCOC)(F)F